C(C1=CC=CC=C1)OCC(C)(C)C=1NC(C2=CC3=C(C=C2C1C1=CC(=C(C=C1)F)F)C=NN3C3OCCCC3)=O 6-(2-benzyloxy-1,1-dimethyl-ethyl)-5-(3,4-difluorophenyl)-1-tetrahydropyran-2-yl-7H-pyrazolo[4,3-g]Isoquinolin-8-one